F[P-](F)(F)(F)(F)F.CC=1NC=C[N+]1CCCCCCCCCCCCCC methyl-3-tetradecyl-imidazolium hexafluorophosphate